CN(C1=CC=C(C=C1)C1=CC=C(C=C1)CN(C(=O)C1CCC(CC1)O)C1=NC=CC(=C1)OC=1C(=NC=CC1)C)C N-((4'-(Dimethylamino)-[1,1'-biphenyl]-4-yl)methyl)-4-hydroxy-N-(4-((2-methylpyridin-3-yl)oxy)pyridin-2-yl)cyclohexanecarboxamide